C(=CC#C)C=1C(=C(SC1)C=1SC=CC1)CO (butene-3-yn-1-yl)bithiophenemethanol